4-bromo-6-chloropyridin-3(2H)-one BrC=1C(CN=C(C1)Cl)=O